COC1C(C(C2=CC=C(C=C2C1)C=C)(C)C)=O methoxy-1,1-dimethyl-6-vinyl-3,4-dihydronaphthalen-2(1H)-one